C(C1=CC=CC=C1)N1C(S\C(\C1=O)=C/C1=CC=C(O1)C1=CC=C(C(=O)O)C=C1)=S (Z)-4-(5-((3-benzyl-4-oxo-2-thioxothiazolidin-5-ylidene)methyl)furan-2-yl)benzoic acid